F[B-](F)(F)F.C(C)N1CC=C(C=C1)C 1-ethyl-4-methylpyridine tetrafluoroborate